BrC=1C=C(C=CC1N1C[C@@H](N([C@@H](C1)C)C)C)C=1N=CC=2C(N(C=3N(C2N1)CCN3)C3=C(C=CC=C3Cl)Cl)=O (3-bromo-4-((3s,5r)-3,4,5-trimethylpiperazin-1-yl)phenyl)-6-(2,6-dichlorophenyl)-8,9-dihydroimidazo[1,2-a]pyrimido[5,4-e]pyrimidin-5(6H)-one